3,5-diphenyl-4-hydroxy-1H-pyrazole C1(=CC=CC=C1)C1=NNC(=C1O)C1=CC=CC=C1